5-{2-amino-[1,2,4]triazolo-[1,5-a]pyridin-7-yl}-2-methoxy-6-methyl-N-{1-[2-(trifluoromethoxy)phenyl]-ethyl}pyridine-3-carboxamide NC1=NN2C(C=C(C=C2)C=2C=C(C(=NC2C)OC)C(=O)NC(C)C2=C(C=CC=C2)OC(F)(F)F)=N1